[Sb]([O-])([O-])(O)=O.[Na+].[K+] potassium sodium antimonate